C([O-])([O-])=O.[K+].ClC1=C(C=C2C(=N1)C(=CN2C(C)C)N2CC(CCC2)(F)F)C#N.[K+] 5-chloro-6-cyano-3-(3,3-difluoropiperidin-1-yl)-1-isopropyl-1H-pyrrolo[3,2-b]pyridine Potassium carbonate